C(#N)C1(CC1)NS(=O)(=O)C=1C=C(C=2N(C1)C(=NC2)C=2SC(=NN2)C(F)F)N2CCN(C1(CC1)C2)C(=O)C2(CC2)C N-(1-cyanocyclopropyl)-3-(5-(difluoromethyl)-1,3,4-thiadiazol-2-yl)-8-(4-(1-methylcyclopropane-1-carbonyl)-4,7-diazaspiro[2.5]octan-7-yl)imidazo[1,5-a]pyridine-6-sulfonamide